10-Bromo-7-fluoro-6-methyl-6,10b-dihydro-5H-oxazolo[2,3-a]isoquinoline-2,3-dione BrC=1C=CC(=C2C(CN3C(C12)OC(C3=O)=O)C)F